4-(4-(2-(4-chloro-3-(trifluoromethyl)phenylamino)-3,4-dioxocyclobut-1-enylamino)phenoxy)-N-methylpyridine-2-carboxamide ClC1=C(C=C(C=C1)NC1=C(C(C1=O)=O)NC1=CC=C(OC2=CC(=NC=C2)C(=O)NC)C=C1)C(F)(F)F